C(C=C)(=O)N1C[C@@H](N(C[C@H]1C)C(=O)OC(C)(C)C)C tert-butyl (2S,5R)-4-acryloyl-2,5-dimethylpiperazine-1-carboxylate